ClC=1C=C(CNCCCCOCCNC2=NC3=C(C4=CN=CC=C24)C=CC=C3)C=C(C1)CO 5-((2-(4-((3-chloro-5-(hydroxymethyl)benzyl)amino)butoxy)ethyl)amino)benzo[c][2,6]naphthyridine